6-(4-(5-Chloropyrimidin-2-yl)piperazin-1-yl)-3-fluorophenyl-2H-benzo[d][1,3]oxathiole 3,3-dioxide ClC=1C=NC(=NC1)N1CCN(CC1)C1=CC=C(C=C1C1OC2=C(S1(=O)=O)C=CC=C2)F